6H,7H-pyrrolo[2,3-c]pyridin-7-on N=1C=CC=2C1C(NCC2)=O